Cl.C(C)(C)C1=C(C(=NO1)C)N 5-isopropyl-3-methylisoxazol-4-amine hydrochloride